C(C)(C)(C)OC(=O)N1CCN(CC1)C=1C=C2C(=CC(=NC2=C(C1)F)C(C)C)N(C)C=1SC(=C(N1)C1=CC=C(C=C1)F)C#N 4-(4-((5-cyano-4-(4-fluorophenyl)thiazol-2-yl)(methyl)amino)-8-fluoro-2-isopropylquinolin-6-yl)piperazine-1-carboxylic acid tert-butyl ester